2-(1H-pyrazol-4-yl)thiazole-4-carboxamide N1N=CC(=C1)C=1SC=C(N1)C(=O)N